10-methyl-3,7-bis-(3-methyl-1H-indol-5-yl)-10H-phenoxazine CN1C2=CC=C(C=C2OC=2C=C(C=CC12)C=1C=C2C(=CNC2=CC1)C)C=1C=C2C(=CNC2=CC1)C